C(=O)O.FC1(CC(C1)(CC1=NN=CN1C)C=1C=C(C=CC1)N1C(C2=CC(=CC(=C2C1)C(F)(F)F)CNC1(CC(C1)C)C)=O)F 2-(3-(3,3-difluoro-1-((4-methyl-4H-1,2,4-triazol-3-yl)methyl)cyclobutyl)phenyl)-6-(((1,3-dimethylcyclobutyl)amino)methyl)-4-(trifluoromethyl)isoindolin-1-one formate